heptadecan-9-yl 8-isocyanooctanoate [N+](#[C-])CCCCCCCC(=O)OC(CCCCCCCC)CCCCCCCC